NC1=CC=C(C(=C1C(=O)N(C)C)F)C=1C(=C2C(=NC1)NCC21CC(CC1)=CC(=O)N)Cl 6-Amino-3-(3-(2-amino-2-oxoethylidene)-4'-chloro-1',2'-dihydrospiro[cyclopentane-1,3'-pyrrolo[2,3-b]pyridin]-5'-yl)-2-fluoro-N,N-dimethylbenzamide